2-(1-(4-Chlorophenyl)-2,2,2-trifluoro-1-hydroxyethyl)-1-ethyl-1H-benzo[d]imidazole-6-carboxylic acid ClC1=CC=C(C=C1)C(C(F)(F)F)(O)C1=NC2=C(N1CC)C=C(C=C2)C(=O)O